ClC1=CC(=CS1)C1=CC=C(C=C1)CN1CCC(CC1)(CC#N)N1N=C(C(=C1)C(=O)N)NC(=O)C1CC1 1-[1-[[4-(5-chloro-3-thienyl)phenyl]methyl]-4-(cyanomethyl)-4-piperidyl]-3-(cyclopropanecarbonylamino)pyrazole-4-carboxamide